C(CCC)(C=1C(=CC(=C(C1)C(C)(C)C)O)C)C=1C(=CC(=C(C1)C(C)(C)C)O)C 4,4'-butylidenebis(6-t-butyl-m-cresol)